5-(4-chlorobenzyl)-8-(4-methylcyclohexyl)-2-(pyridazin-3-yl)-2,5,8-triazaspiro[3.5]nonane-6,9-dione ClC1=CC=C(CN2C3(CN(C3)C=3N=NC=CC3)C(N(CC2=O)C2CCC(CC2)C)=O)C=C1